2-(2-phenylhydrazyl)ethyl-sulfonamide C1(=CC=CC=C1)NNCCS(=O)(=O)N